tert-Butyl N-[(5-bromo-2-pyridyl)methyl]carbamate BrC=1C=CC(=NC1)CNC(OC(C)(C)C)=O